N-{[2,6-bis(difluoromethyl)pyridin-4-yl]methyl}-2-[3-(4-chloro-3-fluorophenyl)-1-ethyl-1H-1,2,4-triazol-5-yl]acetamide FC(C1=NC(=CC(=C1)CNC(CC1=NC(=NN1CC)C1=CC(=C(C=C1)Cl)F)=O)C(F)F)F